N3,N3-Diethyl-9H-pyrido[3,4-b]indole-1,3-dicarboxamide C(C)N(C(=O)C1=CC2=C(NC3=CC=CC=C23)C(=N1)C(=O)N)CC